CC=1C=NOC1 4-Methyl-Isoxazole